C(C)(C)(C)OC1=NC=C(C(=N1)OC(C)(C)C)C=1C=C2C(=NN1)N(N=C2O[C@H](C(F)F)C2=NC=CC(=C2)COC(F)(F)F)C 5-(2,4-ditert-butoxypyrimidin-5-yl)-3-[(1S)-2,2-difluoro-1-[4-(trifluoromethoxymethyl)-2-pyridyl]ethoxy]-1-methyl-pyrazolo[3,4-c]pyridazine